2-(6-amino-1H-benzimidazol-2-yl)phenol NC=1C=CC2=C(NC(=N2)C2=C(C=CC=C2)O)C1